lauric acid pentachlorophenyl ester ClC1=C(C(=C(C(=C1OC(CCCCCCCCCCC)=O)Cl)Cl)Cl)Cl